C(C)N(C1=CC=C(C(=O)C2=CC=C(C=C2)N(CC)CC)C=C1)CC 4,4'-bis-(diethylamino)benzophenone